(±)-(4Z)-4-(1,3-benzothiazol-6-ylmethylene)-2-[(2-methoxy-3-phenyl-propyl)amino]-1H-imidazol-5-one S1C=NC2=C1C=C(C=C2)\C=C\2/N=C(NC2=O)NC[C@@H](CC2=CC=CC=C2)OC |r|